acryloyloxyethoxy succinate C(CCC(=O)[O-])(=O)OOCCOC(C=C)=O